[(3-fluoro-2-methoxyphenyl)amino]-2-(3-{[(2R)-1-(2-fluoroprop-2-enoyl)azetidin-2-yl]methoxy}pyridin-4-yl)-1H,5H,6H,7H-pyrrolo[3,2-c]pyridin-4-one FC=1C(=C(C=CC1)NN1C(=CC=2C(NCCC21)=O)C2=C(C=NC=C2)OC[C@@H]2N(CC2)C(C(=C)F)=O)OC